CN1C(NC2=C1C(=CC=C2)N2CCC1(CCN(CC1)C(=O)OC(C)(C)C)CC2)=O Tert-butyl 9-(3-methyl-2-oxo-1H-benzimidazol-4-yl)-3,9-diazaspiro[5.5]undecane-3-carboxylate